3-phenylquinazolin-4(3H)-one benzenesulfonate C1(=CC=CC=C1)S(=O)(=O)O.C1(=CC=CC=C1)N1C=NC2=CC=CC=C2C1=O